[C@H]12CN(C[C@H](CC1)N2)C=2C1=C(N=C(N2)OCC23CCCN3C(CC2)CCl)C(=C(N=C1)C1=CC=CC2=CC=CC(=C12)Cl)F 4-((1R,5S)-3,8-diazabicyclo[3.2.1]octan-3-yl)-2-((3-(chloromethyl)tetrahydro-1H-pyrrolizin-7a(5H)-yl)methoxy)-7-(8-chloronaphthalen-1-yl)-8-fluoropyrido[4,3-d]pyrimidine